tert-butyl 4-(4-(5-((2-methylbenzyl)oxy)pyridin-3-yl)-1H-pyrazol-1-yl)piperidine-1-carboxylate CC1=C(COC=2C=C(C=NC2)C=2C=NN(C2)C2CCN(CC2)C(=O)OC(C)(C)C)C=CC=C1